CC1=CC=C(C=C1)CN1C(C=NC2=CC=CC=C12)=O 1-[(4-methylphenyl)methyl]quinoxalin-2(1H)-one